ClCC=1N=C(OC1)N(CC1=CC(=CC=C1)OC)CC1=CC(=CC=C1)OC 4-(chloromethyl)-N,N-bis(3-methoxybenzyl)oxazol-2-amine